4-{[(2R,7aS)-2-Fluoro-hexahydropyrrolizin-7a-yl]methoxy}-6-[(3R)-3-hydroxy-3-methylpiperidin-1-yl]-1,3,5-triazine-2-carbonitrile F[C@@H]1C[C@@]2(CCCN2C1)COC1=NC(=NC(=N1)N1C[C@](CCC1)(C)O)C#N